4-((tert-butylcarbonyl)amino)1-(5-(6-ethoxy-1H-pyrazolo[3',4':3,4]pyrazolo[1,5-a]pyridine-4-yl)pyridin-2-yl)piperidine-4-carboxylate C(C)(C)(C)C(=O)NC1(CCN(CC1)C1=NC=C(C=C1)C=1C=2N(C=C(C1)OCC)N=C1C2C=NN1)C(=O)[O-]